2-[1-(3-chloro-5-methoxyphenyl)pyrazol-4-yl]propanoic acid ClC=1C=C(C=C(C1)OC)N1N=CC(=C1)C(C(=O)O)C